C1=C[C@@H]([C@@H](C(=C1)C(=O)[O-])[NH3+])O The molecule is a 2,3-dihydro-3-hydroxyanthranilic acid zwitterion, obtained by transfer of a proton from the carboxylic acid group to the amino group of (2R,3S)-2,3-dihydro-3-hydroxyanthranilic acid. It is an enantiomer of a (2S,3R)-2,3-dihydro-3-hydroxyanthranilic acid zwitterion. It is a tautomer of a (2R,3S)-2,3-dihydro-3-hydroxyanthranilic acid.